ClC1=NC(=NC(=C1[N+](=O)[O-])Cl)SC 4,6-dichloro-2-methylsulfanyl-5-nitro-pyrimidine